N[C@@H]1C=2C(=NC=CC2)CC12CCN(CC2)C=2C(NC(=CN2)SC2=C(C(=CC=C2)Cl)Cl)=O (S)-3-(5-amino-5,7-dihydrospiro[cyclopenta[b]pyridine-6,4'-piperidine]-1'-yl)-6-((2,3-dichlorophenyl)thio)pyrazin-2(1H)-one